ClC=1C(=C(C(=CC1N1CC(CC1)(O)CN1CC(CC1)(C)C)F)S(=O)(=O)N(C1=NC(=CC=C1)F)CC1=C(C=C(C=C1)OC)OC)F 3-chloro-N-[(2,4-dimethoxyphenyl)methyl]-4-[3-[(3,3-dimethylpyrrolidin-1-yl)methyl]-3-hydroxy-pyrrolidin-1-yl]-2,6-difluoro-N-(6-fluoro-2-pyridyl)benzenesulfonamide